2,6-difluoro-4-(pyrrolidin-1-yl)aniline FC1=C(N)C(=CC(=C1)N1CCCC1)F